tert-butyl (S)-3,3-difluoro-4-((4-methyl-3-(((R)-1-(4-((4-(piperidin-4-yloxy)cyclohexyl)ethynyl)naphthalen-1-yl)ethyl)carbamoyl)phenyl)amino)pyrrolidine-1-carboxylate FC1(CN(C[C@@H]1NC1=CC(=C(C=C1)C)C(N[C@H](C)C1=CC=C(C2=CC=CC=C12)C#CC1CCC(CC1)OC1CCNCC1)=O)C(=O)OC(C)(C)C)F